The molecule is a member of the class of anthracenones that is 3,4-dihydroanthracen-1(2H)-one substituted by a methyl group at position 6 and by hydroxy groups at positions 3R, 8, 9 and 10, respectively. It is a member of phenols, an anthracenone and a secondary alcohol. CC1=CC2=C(C(=C1)O)C(=C3C(=C2O)C[C@H](CC3=O)O)O